C(C)OC(=O)C=1C(NC2=NC=CC=C2C1O)=O 4-hydroxy-2-oxo-1H-1,8-naphthyridine-3-carboxylic acid ethyl ester